FC=1C=C(C=CC2=CC=C(N(C)C)C=C2)C=CC1 4-(3-fluorostyryl)-N,N-dimethylaniline